C(C)(C)(C)OC(=O)N([C@@H](C(=O)O)C1=CC=CC=C1)CC (R)-2-((tert-butoxycarbonyl)(ethyl)amino)-2-phenylacetic acid